5-((3-(2,3-dichlorophenyl)-3,8-diazabicyclo[3.2.1]octan-8-yl)methyl)-2-(2,4-dioxotetrahydropyrimidin-1(2H)-yl)isoindoline-1,3-dione ClC1=C(C=CC=C1Cl)N1CC2CCC(C1)N2CC=2C=C1C(N(C(C1=CC2)=O)N2C(NC(CC2)=O)=O)=O